C(C)C(CC(C(=O)O)C1=CN(C2=CC=CC=C12)C(=O)OC)CC α-(2-Ethyl-1-butyl)-1-methoxycarbonyl-3-indoleacetic acid